1-(2-(2-(1-ethyl-1H-pyrazol-4-yl)-6-(isothiazol-3-ylamino)pyrimidin-4-yl)-2,7-diazaspiro[3.5]nonan-7-yl)ethan-1-one C(C)N1N=CC(=C1)C1=NC(=CC(=N1)N1CC2(C1)CCN(CC2)C(C)=O)NC2=NSC=C2